8-bromo-2-chloro-3-methyl-6-(trifluoromethyl)quinazolin-4(3H)-one BrC=1C=C(C=C2C(N(C(=NC12)Cl)C)=O)C(F)(F)F